C=C(C(=O)[O-])CC1=CC(=C(C(=C1)C(C)(C)C)O)C(C)(C)C methylene-3-(3',5'-di-tert-butyl-4'-hydroxyphenyl)propionate